2-(4-(ethylsulfonyl)phenyl)-3-hydroxy-N-(2-(3-(trifluoromethyl)benzyl)benzo[d]thiazol-6-yl)propanamide C(C)S(=O)(=O)C1=CC=C(C=C1)C(C(=O)NC1=CC2=C(N=C(S2)CC2=CC(=CC=C2)C(F)(F)F)C=C1)CO